methyl 3-hydroxy-1H-pyrazole-4-carboxylate OC1=NNC=C1C(=O)OC